2,7-di-tert-butyl-N,N-bis(9,9-dimethyl-9H-fluoren-2-yl)-9,9'-spirobi[fluorene]-4-amine C(C)(C)(C)C1=CC=2C3(C4=CC(=CC=C4C2C(=C1)N(C1=CC=2C(C4=CC=CC=C4C2C=C1)(C)C)C1=CC=2C(C4=CC=CC=C4C2C=C1)(C)C)C(C)(C)C)C1=CC=CC=C1C=1C=CC=CC13